C(C=C)N(C(OC(C)(C)C)=O)C=1C=CC=2N(C1)C(=CN2)C2=CC(=CC=C2)NC(=O)C2CCOCC2 tert-butyl allyl(3-(3-(tetrahydro-2H-pyran-4-carboxamido)phenyl)imidazo[1,2-a]pyridin-6-yl)carbamate